N1=C(C=CC=C1C)C 2,6-lutidin